BrC=1C(NC2=NC(=CC=C2C1)OCC)=O 3-bromo-7-ethoxy-1,8-naphthyridin-2(1H)-one